C(C1=CC=CC=C1)OC=1C=C(CC2=NN=CN2C)C=C(C1)Br 3-(3-(benzyloxy)-5-bromobenzyl)-4-methyl-4H-1,2,4-triazole